(methoxymethyl)-1H-pyrazole-5-carboxylic acid ethyl ester C(C)OC(=O)C1=CC=NN1COC